14,15-dihydroxy-eicosatetraenoic acid OC(CCCCC=CC=CC=CC=CC(=O)O)C(CCCCC)O